C(CCC)P([O-])(=O)CCC1CCCCC1 butyl(cyclohexylethyl)phosphinate